tert-butyl 4-[4-[4-[2-[tert-butyl(dimethyl)silyl]oxy-1-(2-pyridyl)ethoxy]-3-cyano-pyrazolo[1,5-a]pyridin-6-yl]-5-methyl-triazol-1-yl]piperidine-1-carboxylate [Si](C)(C)(C(C)(C)C)OCC(OC=1C=2N(C=C(C1)C=1N=NN(C1C)C1CCN(CC1)C(=O)OC(C)(C)C)N=CC2C#N)C2=NC=CC=C2